4-((((1R,2R)-2-(4-((4,4-difluoro-cyclohexyl)-carbamoyl)-2-thienyl)cyclopropyl)amino)methyl)benzoic acid FC1(CCC(CC1)NC(=O)C=1C=C(SC1)[C@H]1[C@@H](C1)NCC1=CC=C(C(=O)O)C=C1)F